acryloyloxyundecylethyldimethoxysilane C(C=C)(=O)OCCCCCCCCCCC[Si](OC)(OC)CC